7-Isopropylmyristate C(C)(C)C(CCCCCC(=O)[O-])CCCCCCC